4-hydroxy-2,3-dihydro-1H-inden-1-one OC1=C2CCC(C2=CC=C1)=O